OCCC1CN(C1)CC1CN(C1)C(=O)OC(C)(C)C tert-butyl 3-((3-(2-hydroxyethyl)azetidin-1-yl)methyl)azetidine-1-carboxylate